2-(bis(4-methoxybenzyl)amino)-3-chloroquinoline-7-thiol COC1=CC=C(CN(C2=NC3=CC(=CC=C3C=C2Cl)S)CC2=CC=C(C=C2)OC)C=C1